ETHYL(HYDROXY)FORMAMIDE C(C)N(C=O)O